(7-bromo-2-chloro-8-fluoroquinazolin-4-yl)-6-methyl-1,4-oxazepan-6-ol BrC1=CC=C2C(=NC(=NC2=C1F)Cl)C1OCC(CNC1)(O)C